COC(=O)[C@@H]1[C@H](C1)C1=NC=C(N=C1)N[C@@H]1CCC2=C(C=CC(=C12)F)[Si](C)(C)C (1S,2S)-2-[5-((R)-7-fluoro-4-trimethylsilyl-indan-1-ylamino)-pyrazin-2-yl]-cyclopropanecarboxylic acid methyl ester